rac-(3R,4R)-1-cyclohexyl-4-{[5-(2,4-difluoro-phenyl)-[1,2,4]oxadiazole-3-carbonyl]-amino}-piperidine-3-carboxylic acid methyl ester COC(=O)[C@@H]1CN(CC[C@H]1NC(=O)C1=NOC(=N1)C1=C(C=C(C=C1)F)F)C1CCCCC1 |r|